(R)-8-(6-((4-amino-5-methoxypentyl)oxy)-2,3-dichlorobenzyl)pyrazolo[1,5-a][1,3,5]triazin-4-amine N[C@H](CCCOC1=CC=C(C(=C1CC=1C=NN2C1N=CN=C2N)Cl)Cl)COC